NC1=NC2=CC(=CC=C2C=C1)/C=C/[C@@H]1[C@H]([C@H]([C@@H](C1)N1C2=C(C3=C1N=CN=C3NC)CCC2)O)O (1S,2R,3R,5R)-3-((E)-2-(2-aminoquinolin-7-yl)vinyl)-5-(4-(methylamino)-6,7-dihydro-cyclopenta[4,5]pyrrolo[2,3-d]pyrimidin-8(5H)-yl)cyclopentane-1,2-diol